2-fluoro-5-methoxy-4-[(4-(2-methyl-3-oxo-2,3-dihydro-1H-isoindole-4-oxy)-5-trifluoromethyl-pyrimidine-2-yl)amino]-N-(1-methyl-piperidine-4-yl)benzamide FC1=C(C(=O)NC2CCN(CC2)C)C=C(C(=C1)NC1=NC=C(C(=N1)OC=1C=2C(N(CC2C=CC1)C)=O)C(F)(F)F)OC